NC(C[C@@H](C#CC=1OC(=NN1)C)NC(=O)[C@H]1N(CC2=CC=CC=C12)C(=O)C1(CC1)C(F)(F)F)=O (1S)-N-[(1S)-1-(2-Amino-2-oxo-ethyl)-3-(5-methyl-1,3,4-oxadiazol-2-yl)prop-2-ynyl]-2-[1-(trifluoromethyl)cyclopropanecarbonyl]isoindoline-1-carboxamide